(7-(3-Cyclopropoxy-2-methylphenyl)-2-azaspiro[3.5]nonan-2-yl)((1s,3s)-3-hydroxy-3-methylcyclobutyl)methanone C1(CC1)OC=1C(=C(C=CC1)C1CCC2(CN(C2)C(=O)C2CC(C2)(C)O)CC1)C